CC=1C(=NC=CC1)CCO 2-(3-methylpyridin-2-yl)ethan-1-ol